OCC1=CC=CC(=N1)C(=O)N(C)C 6-hydroxymethyl-N,N-dimethyl-2-pyridinecarboxamide